5-norbornen-2-yl-(ethyl)dimethylsilane 3-(pyridin-4-yl)butanoate N1=CC=C(C=C1)C(CC(=O)O)C.C12C(CC(C=C1)C2)[Si](C)(C)CC